1-((1r,5s)-1-(naphthalen-2-yl)-3-azabicyclo[3.1.0]hexane-3-yl)butan-1-one C1=C(C=CC2=CC=CC=C12)[C@@]12CN(C[C@H]2C1)C(CCC)=O